O=C1NC2=CC=C(C=C2C1)C=1C=NC(=NC1)NCCOCCNC(C)=O N-(2-(2-((5-(2-oxoindolin-5-yl)pyrimidin-2-yl)amino)ethoxy)ethyl)acetamide